ClC1=C(C=CC(=C1)F)C1(CCCCCC1)C#N 1-(2-chloro-4-fluorophenyl)cycloheptanecarbonitrile